CCC(CC)C1=C(C(=CC=C1)C(CC)CC)N1C(N(C=C1)C1=C(C=CC=C1C(CC)CC)C(CC)CC)=[Pd-]C1=NC=CC=C1Cl [1,3-bis(2,6-di-3-pentylphenyl)imidazol-2-ylidene](3-chloropyridyl)palladium (II)